CN1C2=C(C(=O)N=C1N)NC=N2 The molecule is a 3-methylguanine that is 3,7-dihydro-6H-purin-6-one substituted by an amino group at position 2 and a methyl group at position 3. It is a tautomer of a 2-amino-3-methyl-3,9-dihydro-6H-purin-6-one and a 2-imino-3-methyl-1,2,3,9-tetrahydro-6H-purin-6-one.